[Al].[Ni].[Ni] Nickel-nickel aluminum